O=C1NC(CCC1N1C(N(C2=C1C=CC(=C2)C2(CCN(CC2)CC2CCC(CC2)NC(OC(C)(C)C)=O)OC)C)=O)=O Tert-butyl N-[4-[[4-[1-(2,6-dioxo-3-piperidyl)-3-methyl-2-oxo-benzimidazol-5-yl]-4-methoxy-1-piperidyl]methyl]cyclohexyl]carbamate